(4R,12AS)-3,4,6,8,12,12A-hexahydro-7-methoxyl-4-methyl-6,8-dioxo-2H-pyrido[1',2':4,5]pyrazino[2,1-B][1,3]oxazine O(C)C=1C(C=CN2C[C@@H]3OCC[C@H](N3C(C21)=O)C)=O